C(C)N1CCN(CC1)S(=O)(=O)C=1C=C(C(=NC1)OCCOC)C=1NC(C=2C(N1)=C(N(N2)CC2=NC=CC=C2)CC)=O 1-ethyl-4-{3-[3-ethyl-6,7-dihydro-7-oxo-2-(2-pyridylmethyl)-2H-pyrazolo[4,3-d]pyrimidin-5-yl]-2-(2-methoxyethoxy)-5-pyridylsulphonyl}piperazine